N-(3-(1-(2-chlorobenzyl)-1H-indol-2-yl)-1H-pyrazol-5-yl)-4-((1-methylpiperidin-4-yl)amino)benzamide ClC1=C(CN2C(=CC3=CC=CC=C23)C2=NNC(=C2)NC(C2=CC=C(C=C2)NC2CCN(CC2)C)=O)C=CC=C1